N1=CC=C(C=C1)C(=O)OCOC(N(CC=1SC(=NN1)C)C1=NC(=NC(=C1)OC[C@@H]1[C@H](C1)C1=NC=C(C=C1)C)C)=O ({(2-Methyl-6-{[(1S,2S)-2-(5-methylpyridin-2-yl)cyclopropyl]methoxy}pyrimidin-4-yl)[(5-methyl-1,3,4-thiadiazol-2-yl)methyl]carbamoyl}oxy)methyl pyridine-4-carboxylate